2-(2,2-Difluorocyclopropyl)-3,5-difluorobenzaldehyde FC1(C(C1)C1=C(C=O)C=C(C=C1F)F)F